ortho-carboxybenzoylaminoperoxycaproic acid C(=O)(O)C1=C(C(=O)NC(C(=O)OO)CCCC)C=CC=C1